[2-(4-chlorophenyl)-1,2-dimethyl-propyl] (2S)-2-[(3-hydroxy-4-methoxy-pyridine-2-carbonyl)amino]propanoate OC=1C(=NC=CC1OC)C(=O)N[C@H](C(=O)OC(C(C)(C)C1=CC=C(C=C1)Cl)C)C